ClC=1C=C2C=3CCC[C@@H](C3NC2=CC1)C(=O)N (S)-6-CHLORO-2,3,4,9-TETRAHYDRO-1H-CARBAZOLE-1-CARBOXAMIDE